2-((3,5-dichloro-2-fluoro-4-(2-fluoro-4-hydroxy-3-isopropylbenzyl)phenyl)amino)-N-(6-methoxypyridin-3-yl)acetamide ClC=1C(=C(C=C(C1CC1=C(C(=C(C=C1)O)C(C)C)F)Cl)NCC(=O)NC=1C=NC(=CC1)OC)F